1,8-dibromohexadecyl fluoride BrC(CCCCCCC(CCCCCCCC)Br)F